(2R,3R,4R,5R)-2-(Acetoxymethyl)-5-(4,6-dichloro-1H-pyrazolo[3,4-d]pyrimidin-1-yl)tetrahydrofuran-3,4-diyl diacetate C(C)(=O)O[C@@H]1[C@H](O[C@H]([C@@H]1OC(C)=O)N1N=CC=2C1=NC(=NC2Cl)Cl)COC(C)=O